ClC1=NC=CC=C1C1C(C1)C(=O)N 2-(2-chloropyridin-3-yl)cyclopropane-1-carboxamide